dithiophosphoric acid tungsten [W].P(S)(O)(O)=S